7-((6-((dimethyl-amino)methyl)-5-(4-fluoro-tetrahydro-2H-pyran-4-yl)pyridin-2-yl)amino)-4-(7-fluoro-imidazo[1,2-a]pyridin-3-yl)isoindolin-1-one CN(C)CC1=C(C=CC(=N1)NC=1C=CC(=C2CNC(C12)=O)C1=CN=C2N1C=CC(=C2)F)C2(CCOCC2)F